2-((1S,2S)-1-(2-cyano-5-fluorophenyl)-1-(1-(2-methoxyethyl)-1H-pyrazol-4-yl)propan-2-yl)-5-hydroxy-N-(isoxazol-4-yl)-1-methyl-6-oxo-1,6-dihydropyrimidine-4-carboxamide C(#N)C1=C(C=C(C=C1)F)[C@H]([C@H](C)C=1N(C(C(=C(N1)C(=O)NC=1C=NOC1)O)=O)C)C=1C=NN(C1)CCOC